4,6-dichloro-3-ethyl-2-methyl-pyridine ClC1=C(C(=NC(=C1)Cl)C)CC